COC[C@H](C(C)(C)C)NC1=C(C=NC2=CC=CC=C12)[N+](=O)[O-] N-[(1S)-1-(methoxymethyl)-2,2-dimethyl-propyl]-3-nitro-quinolin-4-amine